2-(3,5-dimethyl-1H-pyrazol-4-yl)-N-(1-(2-ethoxyethyl)-3-(pyridin-2-yl)-1H-pyrazol-4-yl)thiazole-4-carboxamide, Formic Acid Salt C(=O)O.CC1=NNC(=C1C=1SC=C(N1)C(=O)NC=1C(=NN(C1)CCOCC)C1=NC=CC=C1)C